5-amino-3-(methoxymethyl)isobenzofuran-1(3H)-one NC=1C=C2C(OC(C2=CC1)=O)COC